(S)-2-((R)-6-fluoroisochroman-1-yl)azetidine FC=1C=C2CCO[C@H](C2=CC1)[C@H]1NCC1